5-bromo-2-pyrimidin-2-yl-pyrazole-3-carboxylic acid BrC=1C=C(N(N1)C1=NC=CC=N1)C(=O)O